(2-(3,8-diazabicyclo[3.2.1]octan-3-yl)-7-(thiazol-2-yl)-4-(trifluoromethoxy)benzo[d]oxazol-5-yl)(azetidin-1-yl)methanone C12CN(CC(CC1)N2)C=2OC1=C(N2)C(=C(C=C1C=1SC=CN1)C(=O)N1CCC1)OC(F)(F)F